FC1OC(OC1)=O 4-fluoro-1,3-dioxaCyclopentan-2-one